5-(2,2',3',4'-tetrafluorobiphenyl-4-yl)-3,6-dihydro-2H-1,3,4-oxadiazin-2-one FC1=C(C=CC(=C1)C1=NNC(OC1)=O)C1=C(C(=C(C=C1)F)F)F